4-(1-(2-octylcyclopropyl)heptadecan-8-yl)piperidin C(CCCCCCC)C1C(C1)CCCCCCCC(CCCCCCCCC)C1CCNCC1